6-(4-pyridinyl)-1,3-benzothiazol-2-amine N1=CC=C(C=C1)C1=CC2=C(N=C(S2)N)C=C1